ClC1=NC2=CC=CC=C2C(=C1)[C@@H](C)NC(OCC1=CC=CC=C1)=O benzyl (R)-(1-(2-chloroquinolin-4-yl)ethyl)carbamate